tri(4-(pyridin-4-yl)phenyl)amine N1=CC=C(C=C1)C1=CC=C(C=C1)N(C1=CC=C(C=C1)C1=CC=NC=C1)C1=CC=C(C=C1)C1=CC=NC=C1